C(C)S(=O)(=O)C=1N(N=C2C=C(C=CC12)N(C(C(F)(F)F)=O)C)C=1C=C2C(=CN1)N(N=C2)CC(C(F)(F)F)(F)F N-[3-ethylsulfonyl-2-[1-(2,2,3,3,3-pentafluoropropyl)pyrazolo[3,4-c]pyridin-5-yl]-indazol-6-yl]-2,2,2-trifluoro-N-methyl-acetamide